FC1=CC=C(C2=C1CCO2)C#N 4-Fluoro-2,3-dihydrobenzofuran-7-carbonitrile